Tert-Butyl 3-Cyano-3-Methylpiperidine-1-Carboxylate C(#N)C1(CN(CCC1)C(=O)OC(C)(C)C)C